CCCCCCCCCCCCC/C=C/[C@H]([C@H](COP(=O)(O)O)NC(=O)CCCCCCCCCCCCC/C=C\\CCCCCCCC)O The molecule is an N-acylsphingosine 1-phosphate in which the N-acyl group is specified as (15Z)-tetracosenoyl. It has a role as a mouse metabolite and a rat metabolite. It derives from a (15Z)-tetracosenoic acid.